COC1=CC=C(CN(CC(=O)O)C=2C=3N(N=C(C2)N2CCN(CC2)C)C(=CN3)C(F)(F)F)C=C1 N-(4-methoxybenzyl)-N-(6-(4-methylpiperazin-1-yl)-3-(trifluoromethyl)imidazo[1,2-b]Pyridazin-8-yl)Glycine